C1=NC=CC2=CC=C(C=C12)NC1=NC2=C(C=CC=C2C=N1)OC1CCC(CC1)O 4-{[2-(isoquinolin-7-ylamino)quinazolin-8-yl]oxy}cyclohexanol